2-methyl-3-(4,4,5,5-tetramethyl-1,3,2-dioxaborolan-2-yl)aniline CC1=C(N)C=CC=C1B1OC(C(O1)(C)C)(C)C